3'-(methylsulfonamido)-[1,1'-biphenyl]-2-formic acid CS(=O)(=O)NC=1C=C(C=CC1)C=1C(=CC=CC1)C(=O)O